2-cyclobutyl-5-(pyrazolo[1,5-a]pyrimidin-5-yl)-7H-pyrrolo[2,3-d]pyrimidine C1(CCC1)C=1N=CC2=C(N1)NC=C2C2=NC=1N(C=C2)N=CC1